FC(C(=O)O)(F)F.FC(C(=O)O)(F)F.C1(=CC(=CC=C1)[C@H]1C[C@@H](NC1)C(=O)N1[C@@H](CC1)C(=O)NCC=1C(=NC(=CC1)N)C)C1=CC=CC=C1 (S)-1-((2R,4R)-4-([1,1'-biphenyl]-3-yl)pyrrolidine-2-carbonyl)-N-((6-amino-2-methylpyridin-3-yl)methyl)azetidine-2-carboxamide di-trifluoroacetate salt